tertbutyl N-[3-[[2-(2,6-dioxo-3-piperidyl)-1,3-dioxo-isoindolin-5-yl]amino]-3-oxo-propyl]-N-methylcarbamate O=C1NC(CCC1N1C(C2=CC=C(C=C2C1=O)NC(CCN(C(OC(C)(C)C)=O)C)=O)=O)=O